N1=C(C(=CC=C1)C(=O)N)C1=NC=CC=C1 Bipyridineamide